(1S,4R,5S)-N-((1R,2R,4S)-7-cyano-7-azabicyclo[2.2.1]heptan-2-yl)-1-(3,5-dichlorophenyl)-2-azabicyclo[3.1.0]hexane-4-carboxamide C(#N)N1[C@H]2[C@@H](C[C@@H]1CC2)NC(=O)[C@H]2CN[C@]1(C[C@@H]21)C2=CC(=CC(=C2)Cl)Cl